FC1=C(C(=CC=C1)OC)C1=NC=CC(=N1)NC1=NC=C(C(=C1)N1CCN(CC1)C)C=1C=NN(C1)C1CCOCC1 2-(2-fluoro-6-methoxyphenyl)-N-(4-(4-methylpiperazin-1-yl)-5-(1-(tetrahydro-2H-pyran-4-yl)-1H-pyrazol-4-yl)pyridin-2-yl)pyrimidin-4-amine